3-[4-(1-methyl-1H-pyrazol-4-yl)phenyl]-5-(trifluoromethyl)-4,5-dihydro-1,2-oxazol-5-ol CN1N=CC(=C1)C1=CC=C(C=C1)C1=NOC(C1)(O)C(F)(F)F